C1(=CC=C(C=C1)CNC(=O)C=1C=C(C(=NC1)N1N=CC(=C1)C(=O)OCC)OC)C1=CC=CC=C1 Ethyl 1-(5-(([1,1'-biphenyl]-4-ylmethyl)carbamoyl)-3-methoxypyridin-2-yl)-1H-pyrazole-4-carboxylate